4-[(2R)-3-(3,4-dihydro-1H-isoquinolin-2-yl)-2-hydroxy-propyl]-8-[[3-fluoro-1-(2-hydroxyethyl)-4-piperidyl]oxy]-2,3-dihydro-1,4-benzoxazepin-5-one C1N(CCC2=CC=CC=C12)C[C@H](CN1CCOC2=C(C1=O)C=CC(=C2)OC2C(CN(CC2)CCO)F)O